OC1=CC=C(C=C1)CCC1=CC=C(C=C1)O 1,2-bis(4'-hydroxyphenyl)ethane